CC(CC=O)CCC=C(CC)C 3,7-dimethylnon-6-enal